BrC=1C=CC(=NC1)N1N=CN=C1C(C)NC1=NC=NC2=C(C=C(C=C12)C(F)(F)F)Cl N-[1-[2-(5-bromo-2-pyridyl)-1,2,4-triazol-3-yl]ethyl]-8-chloro-6-(trifluoromethyl)quinazolin-4-amine